6-chloro-2-{4-[(diethylamino)methyl]anilino}-3-phenylquinazolin-4(3H)-one ClC=1C=C2C(N(C(=NC2=CC1)NC1=CC=C(C=C1)CN(CC)CC)C1=CC=CC=C1)=O